COC1=NC=CC(=C1)C=1C(=C2CCCC2=CC1)NC(=O)C1N(N2C(OCC3(C2)CC3)=C1)C(C1=CC=CC=C1)(C1=CC=CC=C1)C1=CC=CC=C1 ((5-(2-methoxypyridin-4-yl)-2,3-dihydro-1H-inden-4-yl)carbamoyl)-N-trityl-5',7'-dihydrospiro[cyclopropane-1,6'-pyrazolo[5,1-b][1,3]oxazine]